O=C1NC(CCC1N1C(N(C2=C1C=CC=C2CN2CCC(CC2)OC2CCN(CC2)C(=O)OCCCC)C)=O)=O butyl 4-[[1-[[1-(2,6-dioxo-3-piperidyl)-3-methyl-2-oxo-benzimidazol-4-yl]methyl]-4-piperidyl]oxy]piperidine-1-carboxylate